BrC1=NC(=NN1COCC[Si](C)(C)C)C(CC(=O)C=1C=NOC1C)=O (5-bromo-1-((2-(trimethylsilyl)ethoxy)methyl)-1H-1,2,4-triazol-3-yl)-3-(5-methylisoxazol-4-yl)propane-1,3-dione